6-bromo-3-hydroxy-2-oxo-1,2-dihydroquinoline-4-carboxylic acid ethyl ester C(C)OC(=O)C1=C(C(NC2=CC=C(C=C12)Br)=O)O